ClC1=C(C=CC=C1F)C(C)N 1-(2-chloro-3-fluorophenyl)ethylamine